4-((5-Chloro-1-((4-(isobutylamino)-3-nitrophenyl)sulfonyl)-1H-indol-3-yl)(hydroxy)methyl)-3-methylenedihydrofuran-2(3H)-one ClC=1C=C2C(=CN(C2=CC1)S(=O)(=O)C1=CC(=C(C=C1)NCC(C)C)[N+](=O)[O-])C(C1C(C(OC1)=O)=C)O